ethoxy-N-(4-hydroxy-3-(methylsulfonylamino)phenyl)-[1,1'-biphenyl]-4-carboxamide C(C)OC1=C(C=CC(=C1)C(=O)NC1=CC(=C(C=C1)O)NS(=O)(=O)C)C1=CC=CC=C1